(S)-N-(4-(3-aminopiperidin-1-yl)-5-(1-(azetidin-3-ylmethyl)-1H-pyrazol-4-yl)pyridin-2-yl)-2-(2-fluoro-6-methoxyphenyl)pyrimidin-4-amine hydrochloride Cl.N[C@@H]1CN(CCC1)C1=CC(=NC=C1C=1C=NN(C1)CC1CNC1)NC1=NC(=NC=C1)C1=C(C=CC=C1OC)F